CC12CCC(CC1)C2(C)C 1,7,7-trimethyl-bicyclo[2.2.1]heptan